ClC=1C=C(C(=NC1)OC(F)F)C1=NN=C(N1C)C1=CC(=CC=C1)Cl 5-chloro-3-(5-(3-chlorophenyl)-4-methyl-4H-1,2,4-triazol-3-yl)-2-(difluoromethoxy)pyridine